ClC=1C=C2C=CN(C2=C(C1)C1=C2C(=NC=C1)C=C(S2)CN2C(N(C(=CC2=O)C2CC2)C)=O)CC2(CCNCC2)C#N 4-((5-chloro-7-(2-((4-cyclopropyl-3-methyl-2,6-dioxo-3,6-dihydropyrimidin-1(2H)-yl)methyl)thieno[3,2-b]pyridin-7-yl)-1H-indol-1-yl)methyl)piperidine-4-carbonitrile